[Si]([O-])([O-])([O-])[O-].[Zr+4].[Na+] Sodium zirconium Silicate